(3aR,5s,6aS)-2-(3,3-dimethylbutyl)-5-[[6-(2,4-dimethylpyrazol-3-yl)pyridazin-3-yl]oxymethyl]-3,3a,4,5,6,6a-hexahydro-1H-cyclopenta[c]pyrrole CC(CCN1C[C@@H]2[C@H](C1)CC(C2)COC=2N=NC(=CC2)C=2N(N=CC2C)C)(C)C